CC(CC)OC(C1=CC=C(C=C1)CC)=O 4-ethyl-benzoic acid 2-butyl ester